C(C1=CC=CC=C1)N1N=CC(=C1)C=1C(=CC(N(C1)C)=O)C1=C(C=CC=C1)OC 5-(1-Benzyl-1H-pyrazol-4-yl)-4-(2-methoxy-phenyl)-1-methyl-1H-pyridin-2-one